NC[C@H]1CN(CCC1)C1=C2C(=NC=C1)N(C(=N2)C2=CC(=C(C#N)C=C2)F)C2=C(C=C(C=C2)N2C[C@H](CC2)OC)F 4-(7-((S)-3-(aminomethyl)piperidine-1-yl)-3-(2-fluoro-4-((S)-3-methoxypyrrolidine-1-yl)phenyl)-3H-imidazo[4,5-b]pyridine-2-yl)-2-fluorobenzonitrile